C1(CC1)NC(=O)C=1C(N(C=2N(C1O)N=C(C2\C=C\C(=O)N2C[C@H]([C@@H](C2)F)F)C)CC(C)C)=O N-Cyclopropyl-3-((E)-3-(trans-3,4-difluoropyrrolidin-1-yl)-3-oxoprop-1-en-1-yl)-7-hydroxy-4-isobutyl-2-methyl-5-oxo-4,5-dihydropyrazolo[1,5-a]pyrimidine-6-carboxamide